OC(C#N)C=1C=NC=CC1 2-hydroxy-2-(3-pyridyl)acetonitrile